5-(4-((1R,5S)-3-azabicyclo[3.1.0]hexan-1-yl)phenyl)-2-amino-N-(4-hydroxybicyclo[2.2.2]octan-1-yl)nicotinamide HCl salt Cl.[C@]12(CNC[C@H]2C1)C1=CC=C(C=C1)C=1C=NC(=C(C(=O)NC23CCC(CC2)(CC3)O)C1)N